[Ca+2].C(CCNC([C@H](O)C(C)(C)CO)=O)(=O)[O-].C(CCNC([C@H](O)C(C)(C)CO)=O)(=O)[O-] pantothenic acid, calcium salt